CN1CCCC12CN(CC2)C=2N=C1N3C=4C=CC=CC4SC3=C(C(C1=CN2)=O)C(=O)OCC Ethyl 4-(1-methyl-1,7-diazaspiro[4.4]nonan-7-yl)-8-oxo-11-thia-1,3,5-triazatetracyclo[8.7.0.02,7.012,17]heptadeca-2,4,6,9,12(17),13,15-heptaene-9-carboxylate